COC=1C=CC(=C2C=CC(=NC12)C)CC1=CC=C(C=C1)NCCN N1-(4-((8-Methoxy-2-methylchinolin-5-yl)methyl)phenyl)ethan-1,2-diamin